O[C@@H]1[C@@H](CNC1)NC(OCC1=CC=CC=C1)=O benzyl ((3R,4S)-4-hydroxypyrrolidin-3-yl)carbamate